COC1=CC=C(OCC(=O)N(CC2SCCC2)C2=NNC=C2)C=C1 2-(4-Methoxyphenoxy)-N-(1H-pyrazol-3-yl)-N-(tetrahydrothiophen-2-ylmethyl)acetamide